3-(3,4-Difluorobenzyl)-1-(4-(pyridazin-4-yl)-1H-imidazol-2-yl)piperidin-2-one FC=1C=C(CC2C(N(CCC2)C=2NC=C(N2)C2=CN=NC=C2)=O)C=CC1F